O=C(C1CO1)C1=CC=C(C=C1)CC1=CC=C(C=C1)C(C1CO1)=O bis[4-(oxo-glycidyl)phenyl]methane